Tert-butyl (chloro(2-(2-hydroxypropan-2-yl)thiazol-5-yl)(oxo)-λ6-sulfaneylidene)carbamate ClS(=O)(C1=CN=C(S1)C(C)(C)O)=NC(OC(C)(C)C)=O